2-((acridin-9-ylmethyl)amino)-9H-purine-6-thiol C1=CC=CC2=NC3=CC=CC=C3C(=C12)CNC1=NC(=C2N=CNC2=N1)S